2-ethyl-3-methylimidazolium C(C)C=1NC=C[N+]1C